FC(CCCCCCOC(CCCCCCN(CCCCCCCC(=O)OCCCCCCCCC)CCO)OCCCCCCC(C(F)(F)F)(F)F)(C(F)(F)F)F nonyl 8-((7,7-bis((7,7,8,8,8-pentafluorooctyl)oxy)heptyl)(2-hydroxyethyl)amino)octanoate